6-amino-2,5-difluoro-4-(4-fluoro-1-methylindazol-7-yl)-3-iodobenzoic acid methyl ester COC(C1=C(C(=C(C(=C1N)F)C=1C=CC(=C2C=NN(C12)C)F)I)F)=O